CN1N=C(C=C1C)NC1=NC=C(C(=N1)C1=CNC2=C(C=CC=C12)N1C(C2=CC=CC(=C2C1)C=1C(=NC=CC1)OC)=O)C 2-(3-(2-((1,5-dimethyl-1H-pyrazol-3-yl)amino)-5-methylpyrimidin-4-yl)-1H-indol-7-yl)-4-(2-methoxypyridin-3-yl)isoindolin-1-one